C(C=C)(=O)N1CC2(C1)CN(CC2)C2=NC(=NC(=C2C#N)C2=C1C=NNC1=CC=C2C)OC[C@@H]2CN(CCO2)C 4-(2-acryloyl-2,6-diazaspiro[3.4]octan-6-yl)-6-(5-methyl-1H-indazol-4-yl)-2-(((S)-4-methylmorpholin-2-yl)methoxy)pyrimidine-5-carbonitrile